ClC=1C=CC2=C(C(C[C@@H](O2)C(=O)NC23CC(C2)(C3)C3=NC(=NO3)COC3=CC(=C(C=C3)Cl)F)=O)C1 (2R)-6-chloro-N-(3-{3-[(4-chloro-3-fluorophenoxy)methyl]-1,2,4-oxadiazol-5-yl}bicyclo[1.1.1]pentan-1-yl)-4-oxo-3,4-dihydro-2H-1-benzopyran-2-carboxamide